C(#N)CCOC(=O)C1=C(NC=2C3=C(N=C(C2C1C1=C(C=C(C=C1)C#N)OC)O)C=CS3)C 2-cyanoethyl-6-(4-cyano-2-methoxyphenyl)-5-hydroxy-8-methyl-6,9-dihydrothieno[3,2-h][1,6]naphthyridine-7-carboxylate